CN1C2CC(CC1CC2)CC(C#N)(C=2SC=CC2)C=2SC=CC2 3-((endo)-8-methyl-8-azabicyclo[3.2.1]oct-3-yl)-2,2-di-thiophen-2-yl-propionitrile